(6-methyl-4-(trifluoromethyl)pyridin-2-yl)-5-oxopyrrolidine-2-carboxamide CC1=CC(=CC(=N1)N1C(CCC1=O)C(=O)N)C(F)(F)F